ClC=1C=C(C=CC1)[C@H](C(=O)N1[C@@H]2CC([C@H]([C@@H]1C(=O)N[C@@H](C[C@@H]1C(NCC1)=O)C#N)CC2)(F)F)O (1S,3R,4S)-2-((R)-2-(3-chlorophenyl)-2-hydroxyacetyl)-N-((S)-1-cyano-2-((R)-2-oxopyrrolidin-3-yl)ethyl)-5,5-difluoro-2-azabicyclo[2.2.2]octane-3-carboxamide